1-[(diphenylmethyl)carbamoyl]-4-oxoazetidine-2-carboxylic acid C1(=CC=CC=C1)C(C1=CC=CC=C1)NC(=O)N1C(CC1=O)C(=O)O